4-(3-Chloro-2-fluoro-6-methoxyphenyl)-6-methyl-N-(5-(2,2,2-trifluoroethoxy)-1,3,4-thiadiazol-2-yl)nicotinamide ClC=1C(=C(C(=CC1)OC)C1=CC(=NC=C1C(=O)NC=1SC(=NN1)OCC(F)(F)F)C)F